CC1CCC(=NC1)C=1CN(CCC1)C(=O)OCC1=CC=CC=C1 benzyl 5-methyl-3,4,5,5',6,6'-Hexahydro-[2,3'-Bipyridine]-1'(2'H)-carboxylate